C(C)(C)(C)OC(=O)N1CC(C1)CN1CCC(CC1)CN1CCN(CC1)C(=O)OCC1=CC=CC=C1 benzyl 4-((1-((1-(tert-butoxycarbonyl)azetidin-3-yl)methyl)piperidin-4-yl)methyl)piperazine-1-carboxylate